2-(4-methylpiperazin-1-yl)-2-oxoacetamide CN1CCN(CC1)C(C(=O)N)=O